O=C(CN1N=CC=C1C(=O)OCC)C ethyl 1-(2-oxopropyl)-1H-pyrazole-5-carboxylate